FC(O[C@H]1C[C@H](C1)C(=O)NNC(=O)[C@@H]1[C@H]2C[C@@H]([C@@H](C1)O2)NC(OC(C)(C)C)=O)(F)F |&1:13,14,16,17| tert-butyl (rac-(1R,2S,4R,5S)-5-(2-(cis-3-(trifluoromethoxy)cyclobutanecarbonyl)hydrazinecarbonyl)-7-oxabicyclo[2.2.1]heptan-2-yl)carbamate